FC1=NC2=CC(=CC=C2C=C1)C1=C(C=C2C(=N1)C(CC2)O)C2=CN=C(O2)CC2(CCCC2)C 2-(2-fluoroquinolin-7-yl)-3-(2-((1-methylcyclopentyl)methyl)oxazol-5-yl)-6,7-dihydro-5H-cyclopenta[b]pyridin-7-ol